CC1=NC(=CC(=C1)C=1NC2=CC=C(C=C2C1C(C)C)C1=CC2=C(CN(CC2)C(C[C@H](C)O)=O)S1)C (S)-1-(2-(2-(2,6-dimethylpyridin-4-yl)-3-isopropyl-1H-indol-5-yl)-4,7-dihydrothieno[2,3-c]pyridin-6(5H)-yl)-3-hydroxybutan-1-one